FC(C1(CC1)S(=O)(=O)NC(C#C)(C)C)F 1-(difluoromethyl)-N-(1,1-dimethylprop-2-ynyl)cyclopropanesulfonamide